2,6-Difluoro-4-(5-fluorobenzothiazol-2-yl)aniline FC1=C(N)C(=CC(=C1)C=1SC2=C(N1)C=C(C=C2)F)F